BrC1=CC=C2C(N(N(C2=C1)C)C)=O 6-bromo-1,2-dimethyl-1,2-dihydro-3H-indazol-3-one